ClC=1C=NC(=C(C(=O)NC2CCC(CC2)CN2C(N(CC3=CC=CC=C23)C=2C=NC(=CC2)OC)=O)C1)C 5-chloro-N-((1r,4r)-4-((3-(6-methoxypyridin-3-yl)-2-oxo-3,4-dihydroquinazolin-1(2H)-yl)methyl)cyclohexyl)-2-methylnicotinamide